cis-8-dimethylamino-3-(4-methyl-6-pyridin-2-yl-pyridin-3-yl)-8-phenyl-1,3-diazaspiro[4.5]decan-2-one CN(C1(CCC2(CN(C(N2)=O)C=2C=NC(=CC2C)C2=NC=CC=C2)CC1)C1=CC=CC=C1)C